NC=C1N=C(OC1=O)C1=CC=CC=C1 4-(Aminomethylene)-2-phenyl-5(4H)-oxazolon